C(=C)C1=NNC=N1 vinyl-1,2,4-triazol